2-bromo-N-(3-(N-cyclopentyl-N-((1-ethyl-1,2,3,4-tetrahydroquinolin-6-yl)methyl)sulfamoyl)phenyl)acetamide BrCC(=O)NC1=CC(=CC=C1)S(N(CC=1C=C2CCCN(C2=CC1)CC)C1CCCC1)(=O)=O